C(CCCCCCCCCCCCC)[N+](CC1=CC=CC=C1)(CC)C N-tetradecyl-N-methyl-N-ethyl-N-benzyl-ammonium